N-(3-Amino-2-hydroxypropyl)-2-[[2-(4-hydroxyanilino)-2-oxo-ethyl]sulfamoyl]benzamide NCC(CNC(C1=C(C=CC=C1)S(NCC(=O)NC1=CC=C(C=C1)O)(=O)=O)=O)O